2-(2,6-dioxopiperidin-3-yl)-5-(((R)-piperidin-3-yl)amino)isoindoline O=C1NC(CCC1N1CC2=CC=C(C=C2C1)N[C@H]1CNCCC1)=O